3-bromo-6-chloro-1H-pyrrolo[3,2-c]Pyridine-1-carboxylic acid tert-butyl ester C(C)(C)(C)OC(=O)N1C=C(C=2C=NC(=CC21)Cl)Br